N-{[4-(1-methyl-1H-pyrazole-4-sulfonyl)phenyl]methyl}imidazo[1,2-a]pyrimidine-6-carboxamide CN1N=CC(=C1)S(=O)(=O)C1=CC=C(C=C1)CNC(=O)C=1C=NC=2N(C1)C=CN2